[H+].COC1=C2C(=CC(=C1N3C[C@@H]4CCCN[C@@H]4C3)F)C(=O)C(=CN2C5CC5)C(=O)O The molecule is an organic cation obtained by protonation of moxifloxacin. It is an ammonium ion derivative and an organic cation. It is a conjugate acid of a moxifloxacin.